2-methyl-5,8-dihydro-6H-pyrano[3,4-b]pyridin CC1=CC=C2C(=N1)COCC2